silicon (tetraethoxysilane) C(C)O[Si](OCC)(OCC)OCC.[Si]